Nε-Boc-L-lysine tert-butyl ester C(C)(C)(C)OC([C@@H](N)CCCCNC(=O)OC(C)(C)C)=O